CC(C(=O)NC=1C=NC=CC1[Sn](CCCC)(CCCC)CCCC)(C)C 2,2-dimethyl-N-(4-tributylstannyl-3-pyridinyl)propionamide